5-(4-fluorophenyl)furan-2(3H)-one FC1=CC=C(C=C1)C1=CCC(O1)=O